3-(2-fluoro-4-((4-(1-isopropyl-6-((2-(4-methoxypiperidin-1-yl)pyrimidin-4-yl)amino)-1H-pyrazolo[4,3-c]pyridin-3-yl)piperazin-1-yl)methyl)phenyl)piperidine-2,6-dione FC1=C(C=CC(=C1)CN1CCN(CC1)C1=NN(C2=C1C=NC(=C2)NC2=NC(=NC=C2)N2CCC(CC2)OC)C(C)C)C2C(NC(CC2)=O)=O